5-bromo-1-methyl-1H-pyrazol-4-carbonitrile BrC1=C(C=NN1C)C#N